N-{[6-(dimethylamino)pyridin-3-yl](8-hydroxy-5-nitroquinolin-7-yl)methyl}pentanamide CN(C1=CC=C(C=N1)C(NC(CCCC)=O)C1=CC(=C2C=CC=NC2=C1O)[N+](=O)[O-])C